ClC=1C(=NC(=NC1)N[C@H]1[C@@H]([C@@H]2[C@@H](O[C@H](C1)O2)[2H])O)C=2C=C(C1=C(N(C(=N1)C(C)(C)O)C(C)C)C2)F (1S,2S,3R,5S,7S)-3-((5-chloro-4-(4-fluoro-2-(2-hydroxypropan-2-yl)-1-isopropyl-1H-benzo[d]imidazol-6-yl)pyrimidin-2-yl)amino)-6,8-dioxabicyclo[3.2.1]octan-7-d-2-ol